Cl.NC(C(=O)N1CCN(CC1)C(=O)NC1=NC(N(C=C1)C1=CC=C(C=C1)CCN1CCC(CCC1)NC1CC1)=O)(C)C 4-(2-Amino-2-methylpropanoyl)-N-(1-(4-(2-(4-(cyclopropylamino)azepan-1-yl)ethyl)phenyl)-2-oxo-1,2-dihydropyrimidin-4-yl)piperazine-1-carboxamide hydrochloride salt